4-(difluoromethyl)-N-(4-methyl-3-(7-(methylamino)-1,6-naphthyridin-3-yl)phenyl)picolinamide FC(C1=CC(=NC=C1)C(=O)NC1=CC(=C(C=C1)C)C=1C=NC2=CC(=NC=C2C1)NC)F